methyl 2-methylsulfinylbenzofuran-6-carboxylate CS(=O)C=1OC2=C(C1)C=CC(=C2)C(=O)OC